2-(3-methoxyphenyl)tetradecanecarbonitrile COC=1C=C(C=CC1)C(CC#N)CCCCCCCCCCCC